[(6,6'-bis(naphthalen-1-yl)[1,1'-binaphthalene]-2,2'-diyl)bis(oxy[1,1'-binaphthalene]-7,3-diyl)]dimethanol C1(=CC=CC2=CC=CC=C12)C=1C=C2C=CC(=C(C2=CC1)C1=C(C=CC2=CC(=CC=C12)C1=CC=CC2=CC=CC=C12)OC1=CC=C2C=C(C=C(C2=C1)C1=CC=CC2=CC=CC=C12)CO)OC1=CC=C2C=C(C=C(C2=C1)C1=CC=CC2=CC=CC=C12)CO